ClC1=C(C=C(C(=O)NCC2=C3C=NNC3=CC=C2C2CC2)C=C1)OC 4-chloro-N-((5-cyclopropyl-1H-indazol-4-yl)methyl)-3-methoxybenzamide